tricyclo[5.2.1.02,6]decane-9-carboxylic acid C12C3CCCC3C(CC1C(=O)O)C2